N-((S)-2-((tert-butyldimethylsilyl)oxy)-1-(5-ethynylpyridin-2-yl)ethyl)-2-methylpropane-2-sulfinamide [Si](C)(C)(C(C)(C)C)OC[C@H](C1=NC=C(C=C1)C#C)NS(=O)C(C)(C)C